2,6-dibromostyrene BrC1=C(C=C)C(=CC=C1)Br